C(C)(C)(C)OC(=O)NC1CCN(CC1)C=1SC=C(N1)C(=O)OCC ethyl 2-(4-((tert-butoxycarbonyl)amino)piperidin-1-yl)thiazole-4-carboxylate